N-[(4-{[2-(trifluoromethoxy)phenyl]sulfamoyl}phenyl)methyl]-1H-pyrrolo[3,2-c]pyridine-2-carboxamide FC(OC1=C(C=CC=C1)NS(=O)(=O)C1=CC=C(C=C1)CNC(=O)C1=CC=2C=NC=CC2N1)(F)F